4-chloro-N-[2-(3-vinyl-4,4-difluoropiperidin-1-yl)-6-methylpyrimidin-4-yl]-2-[5-(prop-2-en-1-yl)thiophen-2-yl]benzamide ClC1=CC(=C(C(=O)NC2=NC(=NC(=C2)C)N2CC(C(CC2)(F)F)C=C)C=C1)C=1SC(=CC1)CC=C